OC[C@H](C1=CC=CC=C1)NC1=CC(=NC=C1C1=NC(=NO1)C)NC=1C=C2C(NC(C2=CC1)=O)C 5-((4-(((S)-2-hydroxy-1-phenylethyl)amino)-5-(3-methyl-1,2,4-oxadiazol-5-yl)pyridin-2-yl)amino)-3-methylisoindolin-1-one